(23R)-3α-hydroxy-23-ethyl-5α-cholan-6-one O[C@H]1C[C@@H]2C(C[C@H]3[C@@H]4CC[C@H]([C@@H](C[C@H](C)CC)C)[C@]4(CC[C@@H]3[C@]2(CC1)C)C)=O